BrC1=C(C(=CC=C1)C(C)Br)F 1-bromo-3-(1-bromoethyl)-2-fluorobenzene